(S)-1-(4-acetyl-1H-pyrrole-2-carbonyl)-N-(3,4,5-trifluorophenyl)pyrrolidine-3-carboxamide C(C)(=O)C=1C=C(NC1)C(=O)N1C[C@H](CC1)C(=O)NC1=CC(=C(C(=C1)F)F)F